(1R,4s)-4-((4-methoxy-5-(1-((S)-1,1,1-trifluoropropan-2-yl)-1H-benzo[d][1,2,3]triazol-6-yl)pyrrolo[2,1-f][1,2,4]triazin-2-yl)amino)-1-methylcyclohexan-1-ol COC1=NC(=NN2C1=C(C=C2)C=2C=CC1=C(N(N=N1)[C@H](C(F)(F)F)C)C2)NC2CCC(CC2)(O)C